N1-(4-amino-1H-pyrazolo[4,3-c]pyridin-7-yl)-N2-((5-cyanopyridin-2-yl)methyl)-N2-(1-(pyrimidin-2-yl)ethyl)oxalamide NC1=NC=C(C2=C1C=NN2)NC(C(=O)N(C(C)C2=NC=CC=N2)CC2=NC=C(C=C2)C#N)=O